2,2,4-trimethyl-1,2-dihydroazanaphthalene CC1(NC2=CC=CC=C2C(=C1)C)C